5-[(2R)-4-fluoro-6-hydroxy-2-(hydroxymethyl)-2,3-dihydro-1H-indol-5-yl]-1λ6,2,5-thiadiazolidin-1,3-dione FC1=C2C[C@@H](NC2=CC(=C1N1CC(N[SH2]1=O)=O)O)CO